N-(3-Chloro-4-fluorophenyl)-4-(5-hydroxy-5-(1-((1r,4r)-4-hydroxycyclohexyl)-3-(trifluoromethyl)-1H-pyrazol-4-yl)octahydropentalen-2-yl)-1-methyl-1H-imidazole-5-carboxamide ClC=1C=C(C=CC1F)NC(=O)C1=C(N=CN1C)C1CC2CC(CC2C1)(C=1C(=NN(C1)C1CCC(CC1)O)C(F)(F)F)O